ClC1=CC=C(C=C1)C=1C=C(C(=O)NC(C)(C)C2CC2)C=C(C1)C=1N(N=CC1)C(C)C 3-(4-chlorophenyl)-N-(2-cyclopropyl-propan-2-yl)-5-(2-propan-2-yl-pyrazol-3-yl)-benzamide